[Na].O1[C@@](C(C(=O)C=2C(O)=CC(O)=CC12)([2H])[2H])(C1=CC=C(O)C=C1)[2H] naringenin-d3 sodium salt